BrC=1C(=C(C#N)C=CC1)C(F)F Bromo-2-(difluoromethyl)benzonitrile